cyclopropanecarboxylic acid 2-(1-(3,3-dimethylcyclohexyl) ethoxy)-2-methylpropyl ester CC1(CC(CCC1)C(C)OC(COC(=O)C1CC1)(C)C)C